5-((4-Chloro-2-fluorobenzyl)thio)-6-(2-hydroxypyrimidin-5-yl)thiazolo[4,5-d]pyrimidin-7(6H)-one ClC1=CC(=C(CSC=2N(C(C3=C(N2)N=CS3)=O)C=3C=NC(=NC3)O)C=C1)F